4-tert-butoxy-3-(diethoxyphosphoryl)-4-oxobutanoic acid C(C)(C)(C)OC(C(CC(=O)O)P(=O)(OCC)OCC)=O